N(C(=N)N)CCCC(C(NCC(NCC(NCC(=O)O)=O)=O)=O)NC(CNC(CCCC(=O)O)=O)=O 11-(3-guanidinopropyl)-4,7,10,13,16-pentaoxo-3,6,9,12,15-pentaazaicosane-1,20-dioic Acid